1,5-diiodonaphthalene IC1=CC=CC2=C(C=CC=C12)I